C1(CCCCC1)C=1C(=NC(=C(C(=O)NC2=CC(=NC=C2)S(N)(=O)=O)C1)N1CCC(CC1)(F)F)C1CCCCC1 5,6-Dicyclohexyl-2-(4,4-difluoropiperidin-1-yl)-N-(2-sulfamoylpyridin-4-yl)nicotinamide